5-(bromomethyl)-1,3-difluoro-2-methoxy-benzene BrCC=1C=C(C(=C(C1)F)OC)F